C=C1C(NC(C(N1)=O)=CC=1N=CN(C1C(C)(C)C)CC1=CC=CC=C1)=O methylene-6-((5-tert-butyl-1-benzylimidazol-4-yl)methylene)piperazine-2,5-dione